(2S)-2-(9H-fluoren-9-yl-methoxycarbonylamino)-4-methylsulfonylbutanoic acid C1=CC=CC=2C3=CC=CC=C3C(C12)N([C@H](C(=O)O)CCS(=O)(=O)C)C(=O)OC